C1(=CC=CC=C1)P(OC(C1=C(C=C(C=C1C)C)C)=O)=O (2,4,6-trimethylbenzoyl) phenylphosphinate